C(C)OC(CN1N=C(C2=C(C1=O)SC(=N2)N(C(C)=O)CC)C(C)C)=O.C(=O)(O)C=2C=C(C=CC2OC2=C(C=C(C=C2)[N+](=O)[O-])C(F)(F)F)C2=CC(=C(C=C2)OC2=C(C=C(C=C2)[N+](=O)[O-])C(F)(F)F)C(=O)O 3,3'-dicarboxy-4,4'-bis(4-nitro-2-trifluoromethyl-phenoxy)biphenyl ethyl-2-(2-(N-ethylacetamido)-4-isopropyl-7-oxothiazolo[4,5-d]pyridazin-6(7H)-yl)acetate